BrC1=C2C=NNC2=CC=C1C(F)(F)F 4-bromo-5-(trifluoromethyl)-1H-indazole